3-(4-Isobutyl-2-methylcyclohex-3-en-1-yl)propanal C(C(C)C)C1=CC(C(CC1)CCC=O)C